COC1=CC(=C(C2=C1N(N=N2)C)C)CCC(=O)[O-] 3-(7-methoxy-1,4-dimethyl-1H-benzo[d][1,2,3]triazol-5-yl)propanoate